methyl (S)-1-((R)-2-((1-chloro-4-(o-tolyl)isoquinolin-7-yl)oxy)propanoyl)pyrrolidine-3-carboxylate ClC1=NC=C(C2=CC=C(C=C12)O[C@@H](C(=O)N1C[C@H](CC1)C(=O)OC)C)C1=C(C=CC=C1)C